NC=1C2=C(N=CN1)N(C=C2C2=CC=C(C=C2)NC(=O)C=2C(N(N=C(C2)C(C)C)C2=CC=C(C=C2)Cl)=O)C2COC2 N-(4-(4-Amino-7-(oxetan-3-yl)-7H-pyrrolo[2,3-d]pyrimidin-5-yl)phenyl)-2-(4-Chlorophenyl)-6-isopropyl-3-oxo-2,3-dihydropyridazine-4-carboxamide